O1CCC2=C1C(=CC=C2)C2=CC=C(C(=N2)N2C(C[C@@H](C2)C)(C)C)C(=O)NS(=O)(=O)C=2C(NC=CC2)=O 6-(2,3-Dihydrobenzofuran-7-yl)-N-[(2-oxo-1H-pyridin-3-yl)sulfonyl]-2-[(4S)-2,2,4-trimethylpyrrolidin-1-yl]pyridin-3-carboxamid